CC=1N=C(SC1C(=O)OCC)NC(=O)[C@H]1CNC[C@@H]1NC(C1=CC(=CC=C1)C1=NOC(=N1)C)=O ethyl 4-methyl-2-[[(3S,4R)-4-[[3-(5-methyl-1,2,4-oxadiazol-3-yl)benzoyl]amino]pyrrolidine-3-carbonyl]amino]thiazole-5-carboxylate